acridineselon C1(CC=CC2=NC3=CC=CC=C3C=C12)=[Se]